N-((5-(dimethylamino)-8-hydroxyquinolin-7-yl)(pyridin-3-yl)methyl)butyramide CN(C1=C2C=CC=NC2=C(C(=C1)C(NC(CCC)=O)C=1C=NC=CC1)O)C